NC1=NC=C(C(=C1)N1C[C@H](CCC1)NC(OC(C)(C)C)=O)C=1C=NN(C1)C(C)C tert-Butyl (S)-(1-(2-amino-5-(1-isopropyl-1H-pyrazol-4-yl)pyridin-4-yl)piperidin-3-yl)carbamate